C(C)(=O)[O-].[NH4+].C1(CC1)C(C(C(=O)NC1=CC=C(C=C1)C=1C(=NN(C1C)COCC[Si](C)(C)C)C)C=1NC=C(N1)C1=CC=CC=C1)C1CC1 3,3-dicyclopropyl-N-[4-[3,5-dimethyl-1-(2-trimethylsilylethoxymethyl)pyrazol-4-yl]phenyl]-2-(4-phenyl-1H-imidazol-2-yl)propanamide Ammonium acetate